(3R)-N-[2-fluoro-4-methyl-5-[5-(morpholin-4-yl)-6-(oxan-4-yloxy)pyridin-3-yl]phenyl]-3-(trifluoromethyl)pyrrolidine-1-carboxamide FC1=C(C=C(C(=C1)C)C=1C=NC(=C(C1)N1CCOCC1)OC1CCOCC1)NC(=O)N1C[C@@H](CC1)C(F)(F)F